C1(CCCC1)/C=C/C=1C(C(=C(N(C1C)C)C)C(=O)NC1=CC(=C(C=C1)OC1=CC=NC2=CC(=C(N=C12)OC)OCCOC)F)=O 5-[(E)-2-cyclopentylethenyl]-N-[3-fluoro-4-[[6-methoxy-7-(2-methoxyethoxy)-1,5-naphthyridin-4-yl]oxy]phenyl]-1,2,6-trimethyl-4-oxopyridine-3-carboxamide